azidochalconic acid N(=[N+]=[N-])C1=C(C(=CC=C1)\C=C\C(=O)C1=CC=CC=C1)C(=O)O